4-(4-chlorophenyl)-4-methylpiperidine ClC1=CC=C(C=C1)C1(CCNCC1)C